2,5-di-isopropenylfuran C(=C)(C)C=1OC(=CC1)C(=C)C